FC1(C2CC(CC(C1)N2C(=O)OC(C)(C)C)N(C2=CC=C1C(=N2)OCC=2C=C(C=CC21)N2N=CC=N2)C)F tert-butyl 6,6-difluoro-3-{methyl[8-(1,2,3-triazol-2-yl)-6H-isochromeno[3,4-b]pyridin-3-yl]amino}-8-azabicyclo[3.2.1]octane-8-carboxylate